ClC=1C=C(C=CC1F)NC(N(CCCOC)[C@H](C)C1=CN=C(C2=CC=CC=C12)OC)=O (R)-3-(3-chloro-4-fluorophenyl)-1-(1-(1-methoxyisoquinolin-4-yl)ethyl)-1-(3-methoxypropyl)urea